C1(=CC=CC=C1)[Si](OCC(OC)(OC)OC)(OCC)OCC phenyl-trimethoxy(triethoxy)silane